2-((1s,2s)-2-aminocyclohexyl)-N-((Z)-but-2-en-1-yl)-3,5-dichlorothieno[3,2-b]pyridin-7-amine trifluoroacetate salt FC(C(=O)O)(F)F.N[C@@H]1[C@H](CCCC1)C1=C(C2=NC(=CC(=C2S1)NC\C=C/C)Cl)Cl